C([O-])([O-])=O.[K+].O=C1NC2=C(OCC1)C=CC=C2.[K+] 4-oxo-2,3,4,5-tetrahydrobenzo[b][1,4]oxazepine Potassium carbonate